2-(2,6-dioxopiperidin-3-yl)-4-(4-(((1R,3r,5S)-3-methoxy-8-azabicyclo[3.2.1]octan-8-yl)methyl)benzylamino)isoindoline-1,3-dione O=C1NC(CCC1N1C(C2=CC=CC(=C2C1=O)NCC1=CC=C(C=C1)CN1[C@H]2CC(C[C@@H]1CC2)OC)=O)=O